FC1=CC=C(C=C1)C(N1CCN(CC1)C1=C(C=C(C(=O)N)C=C1)NCSNC1=CC=CC=C1)C1=CC=C(C=C1)F 4-[4-[bis(4-fluorophenyl)methyl]-1-piperazinyl]-3-[[(phenylamino)thiomethyl]amino]-benzamide